Nickel-iron-manganese sodium [Na].[Mn].[Fe].[Ni]